4-(4-cyanophenoxy)phthalonitrile C(#N)C1=CC=C(OC=2C=C(C(C#N)=CC2)C#N)C=C1